C(C1=CC=CC=C1)N1CCN(CC1)C(=O)NC1=CNC2=CC=CC=C12 4-benzyl-N-(1H-indol-3-yl)piperazine-1-carboxamide